8-(3-(1-(2-methyl-2-azaspiro[3.3]heptan-6-yl)piperidin-3-yl)-5-oxo-4,5-dihydro-1H-1,2,4-triazol-1-yl)quinolin-2(1H)-one CN1CC2(C1)CC(C2)N2CC(CCC2)C2=NN(C(N2)=O)C=2C=CC=C1C=CC(NC21)=O